benzoimidazole-5-carboxylic acid (2-hydroxy-propyl)-amide OC(CNC(=O)C1=CC2=C(N=CN2)C=C1)C